C(#N)C=1C(=NC(=C(C1CC)C#N)SC(C(=O)N)C1=CC=CC=C1)SC(C(=O)N)C1=CC=CC=C1 2,2'-((3,5-dicyano-4-ethylpyridin-2,6-diyl)bis(sulfanediyl))bis(2-phenylacetamide)